C(C=C)(=O)N1CC(C1)(F)CN1C2=C(N(C(C1=O)=O)C=1C(=NC=CC1C)C(C)C)N=C(C(=C2)Cl)C=2C=CC=C1C=CC(NC21)=O 1-((1-acryloyl-3-fluoroazetidin-3-yl)methyl)-7-chloro-4-(2-isopropyl-4-methylpyridin-3-yl)-6-(2-oxo-1,2-dihydroquinolin-8-yl)-1,4-dihydropyrido[2,3-b]pyrazine-2,3-dione